C([C@@H](O)CC(=O)O)(=O)O.CN(CCC1=CNC2=CC=CC(=C12)O)C dimethyl-4-hydroxytryptamine L-malate salt